C1=C(C=CC2=CC(=CC=C12)C(=O)O)C(=O)O.C(CCCC)(N)N pentanediamine 2,6-naphthalenedicarboxylate